COC(=O)C1C=CC(C(C1Br)Br)C 5,6-dibromo-4-methyl-2-cyclohexene-1-carboxylic acid methyl ester